NC(C(C1=CC=CC=C1)SC1=C(C(=C(C(=N1)N(CC(=O)NCC(CO)(C)C)C)C#N)CC)C#N)=O 2-((6-((2-amino-2-oxo-1-phenylethyl)thio)-3,5-dicyano-4-ethylpyridin-2-yl)(methyl)amino)-N-(3-hydroxy-2,2-dimethylpropyl)acetamide